CC1=CC=CC(=N1)NC(=O)C=1C=2N(C=C(C1)C=1C=NC=CC1C)C=CN2 N-(6-Methylpyridin-2-yl)-6-(4-methylpyridin-3-yl)imidazo[1,2-a]pyridine-8-carboxamide